(4-methyl-1H-imidazol-1-yl)phenol dihydrochloride Cl.Cl.CC=1N=CN(C1)C1=C(C=CC=C1)O